tertiary butyl-dimethylamine C(C)(C)(C)N(C)C